2-(6-((2-((5-chloro-1-((3S,4S)-3-fluoro-1-(oxetan-3-yl)piperidin-4-yl)-1H-pyrazol-4-yl)amino)-5-methylthieno[2,3-d]pyrimidin-4-yl)amino)pyridin-2-yl)propan-2-ol ClC1=C(C=NN1[C@@H]1[C@H](CN(CC1)C1COC1)F)NC=1N=C(C2=C(N1)SC=C2C)NC2=CC=CC(=N2)C(C)(C)O